C(C)(=O)N1CCC(CC1)COC=1CN(C(=CC1)CN1CC2=CC=CC=C2C1)C 3-((1-acetylpiperidin-4-yl)methoxy)-6-(isoindolin-2-ylmethyl)-1-methylpyridin